FC1=C(C=CC=C1)S(=O)(=O)N1CC2(C1)CC(C2)N2[C@@H](COC1=C(C2=O)N=CC(=C1)C(F)(F)F)C (3R)-4-[2-(2-fluorophenyl)sulfonyl-2-azaspiro[3.3]heptan-6-yl]-3-methyl-8-(trifluoromethyl)-2,3-dihydropyrido[2,3-f][1,4]oxazepin-5-one